2,4,6-tribromophenyl ether BrC1=C(C(=CC(=C1)Br)Br)OC1=C(C=C(C=C1Br)Br)Br